dimethyl 8-((1-methylpiperidin-4-yl)amino)pentadecanedioate CN1CCC(CC1)NC(CCCCCCC(=O)OC)CCCCCCC(=O)OC